BrC=1C(NC=C(C1)F)=O 3-bromo-5-fluoro-1H-pyridin-2-one